4-(butylamino)-2-((4-(dimethylphosphoryl)-2-methoxyphenyl)amino)-7H-pyrrolo[2,3-d]pyrimidine-5-carbonitrile C(CCC)NC=1C2=C(N=C(N1)NC1=C(C=C(C=C1)P(=O)(C)C)OC)NC=C2C#N